C=1(C(=CC=C2C=C3C=CC=CC3=CC12)S(=O)(=O)[O-])S(=O)(=O)[O-].[Mg+2] magnesium anthracenedisulfonate